(2s,4R)-1-((s)-2-(8-aminooctanamido)-3,3-dimethylbutanoyl)-4-hydroxy-N-((S)-1-(4-(4-methylthiazol-5-yl)phenyl)ethyl)pyrrolidine-2-carboxamide NCCCCCCCC(=O)N[C@H](C(=O)N1[C@@H](C[C@H](C1)O)C(=O)N[C@@H](C)C1=CC=C(C=C1)C1=C(N=CS1)C)C(C)(C)C